N,N-Bis-Boc-7-(4,4,5,5-tetramethyl-1,3,2-dioxaborolan-2-yl)-[1,2,4]triazolo[1,5-a]pyridin-2-amine C(=O)(OC(C)(C)C)N(C1=NN2C(C=C(C=C2)B2OC(C(O2)(C)C)(C)C)=N1)C(=O)OC(C)(C)C